N[C@@H](CCC(=O)OC)C(=O)N[C@H](C(=O)OC(C)(C)C)C (S)-methyl 4-amino-5-(((S)-1-(tert-butoxy)-1-oxopropan-2-yl) amino)-5-oxopentanoate